FC(C1=NN(C=C1C(=O)O)CC1=CC=C(C=C1)CN1C(C=CC=C1)=O)F 3-(difluoromethyl)-1-(4-((2-oxopyridin-1(2H)yl)methyl)benzyl)-1H-pyrazole-4-carboxylic acid